C(C)OC1=CC(=NC=C1C#N)CN1C(C2=CC(=CC(=C2CC1)C=O)\C=C\OCC)=O (E)-4-ethoxy-6-((7-(2-ethoxyvinyl)-5-formyl-1-oxo-3,4-dihydroisoquinolin-2(1H)-yl)methyl)nicotinonitrile